BrC1=C2C(=NC(=C1)OC)N(C=C2)S(=O)(=O)C2=CC=C(C)C=C2 4-bromo-6-methoxy-1-tosyl-1H-pyrrolo[2,3-b]Pyridine